N-(3-((2-((5-amino-2,4-dimethoxyphenyl)amino)-5-methoxypyrimidin-4-yl)amino)-4-methoxyphenyl)-2,2,2-trifluoroacetamide NC=1C(=CC(=C(C1)NC1=NC=C(C(=N1)NC=1C=C(C=CC1OC)NC(C(F)(F)F)=O)OC)OC)OC